N-(4-amino-1,3-dihydro-furo[3,4-c]pyridin-7-yl)-2-((5S)-5-methyl-2-(2-methyl-2H-indazol-5-yl)piperidin-1-yl)-2-oxoacetamide NC1=NC=C(C2=C1COC2)NC(C(=O)N2C(CC[C@@H](C2)C)C2=CC1=CN(N=C1C=C2)C)=O